OC(C(=O)OCCC)CC\C=C/C\C=C/C\C=C/C\C=C/CCCCC propyl alpha-hydroxyarachidonate